OC1=C(C=CC(=C1)OCCOCCOC)C=1SC[C@H](N1)C=O (R)-2-(2-hydroxy-4-(2-(2-methoxyethoxy)ethoxy)phenyl)-4,5-dihydrothiazole-4-carbaldehyde